7-ethoxy-N-(2-tert-butylphenyl)-2-naphthylamine C(C)OC1=CC=C2C=CC(=CC2=C1)NC1=C(C=CC=C1)C(C)(C)C